C(C1=CC=CC=C1)O[C@@H]([C@H](N)C(=O)N1CCN(CC1)C1(NC=C2CCNCC2=C1C#N)OC[C@H]1N(CCC1)C)C 3-(4-(O-benzyl-L-threonyl)piperazin-1-yl)-3-(((S)-1-methylpyrrolidin-2-yl)methoxy)-5,6,7,8-tetrahydro-2,6-naphthyridine-4-carbonitrile